C(C)(=O)NC=1C=C(C=CC1)CNC(=O)[C@H]1N(CC2(OCCO2)C1)C(CNC(=O)C1=CC=C(C=C1)OC1=CC=CC=C1)=O (8S)-N-[(3-Acetamidophenyl)methyl]-7-{2-[(4-phenoxyphenyl)formamido]acetyl}-1,4-dioxa-7-azaspiro[4.4]nonane-8-carboxamide